2-(3-chloro-4-(6-(1-methylcyclopropoxy)-9-((4-methylpyridin-2-yl)methyl)-9H-purin-8-yl)phenoxy)-N-methylacetamide ClC=1C=C(OCC(=O)NC)C=CC1C=1N(C2=NC=NC(=C2N1)OC1(CC1)C)CC1=NC=CC(=C1)C